(3aR,9bR)-9-hydroxy-4,4-dimethyl-7-(2-methyloctan-2-yl)-1,3a,4,9b-tetrahydrocyclopenta[c]chromene-2-carboxylic acid OC=1C=2[C@H]3[C@H](C(OC2C=C(C1)C(C)(CCCCCC)C)(C)C)C=C(C3)C(=O)O